C(#N)C=1C=C(C(=NC1)OC)S(=O)(=O)NC1=C(C(=C(C=C1)F)OCC=1C=C2C(=NC1)NN=C2C)F 5-cyano-N-(2,4-difluoro-3-((3-methyl-1H-pyrazolo[3,4-b]pyridin-5-yl)methoxy)phenyl)-2-methoxypyridine-3-sulfonamide